2-((2-(2-fluorophenyl)-4-methoxyquinolin-7-yl)(hydroxy)methylene)malononitrile FC1=C(C=CC=C1)C1=NC2=CC(=CC=C2C(=C1)OC)C(=C(C#N)C#N)O